FC=1C=C2CC(CC2=CC1F)NC1=NC=C(C=N1)C1=NN=C(O1)N1CC(CC1)CC(=O)O 2-(1-(5-(2-((5,6-difluoro-2,3-dihydro-1H-inden-2-yl)amino)pyrimidin-5-yl)-1,3,4-oxadiazol-2-yl)pyrrolidin-3-yl)acetic acid